[H-].[Na+].ClC1=NC=CC2=C1N=CN2CC(=O)N(C([2H])([2H])[2H])C 2-(4-Chloroimidazo[4,5-c]pyridin-1-yl)-N-methyl-N-(trideuteriomethyl)acetamide Sodium hydride